O(C1=CC=CC=C1)P(C1CCCCC1)OC1=CC=CC=C1 diphenoxycyclohexyl-phosphine